C(#N)\C=C/C1CN(CC1)C(=O)OCC1=CC=CC=C1 benzyl 3-[(Z)-2-cyanovinyl]-pyrrolidine-1-carboxylate